6-Bromo-2-(piperidin-4-yl)-1,3-benzoxazole BrC1=CC2=C(N=C(O2)C2CCNCC2)C=C1